3-({[2-(4-acryloyl-3,3-dimethylpiperazin-1-yl)-5H-pyrrolo[2,3-b]pyrazin-7-yl]carbonyl}amino)-2,5-anhydro-1,3,4-trideoxy-D-erythro-pentitol C(C=C)(=O)N1C(CN(CC1)C=1N=C2C(=NC1)NC=C2C(=O)N[C@H]2[C@H](C)OCC2)(C)C